Cl.N[C@@H](COC1=CC=C(C=C1)C(=O)N1C[C@H](CC1)C1=CC=C(C=C1)F)CN1N=CC=N1 (4-((R)-2-Amino-3-(2H-1,2,3-triazol-2-yl)propoxy)phenyl)((R)-3-(4-fluorophenyl)pyrrolidin-1-yl)methanon-Hydrochlorid